methyl-6,8-dihydro-5H-imidazo[1,2-a]pyrazine CC=1N=C2N(CCNC2)C1